FC1=C(C=CC=C1)C1COC2=CC(=CC=C2C1)C(=O)O 3-(2-fluorophenyl)chroman-7-carboxylic acid